ClC1=CC(=C(N=N1)C(F)(F)F)OC=1N=CC=2CCC3=C(C2C1F)NC1=C3C(NCC1)=O 2-((6-chloro-3-(trifluoromethyl)pyridazin-4-yl)oxy)-1-fluoro-5,6,8,9,10,11-hexahydro-7H-pyrido[3',4':4,5]pyrrolo[2,3-f]isoquinolin-7-one